O[C@H](CC(CCC1=CC=CC=C1)=O)\C=C\C1=CC=CC=C1 (5R,6E)-5-hydroxy-1,7-diphenyl-6-hepten-3-one